CN(CCN(C1=CC(=C(C=C1)NC=1N=CC2=C(N1)N(C(C(=C2C#C)C2=CC=CC=C2)=O)C)OC)C)C 2-((4-((2-(dimethylamino)ethyl)(methyl)amino)-2-methoxyphenyl)amino)-5-ethynyl-8-methyl-6-phenylpyrido[2,3-d]pyrimidin-7(8H)-one